ClC1=C(C=C2C(=C(N(C2=C1F)C)C1=NNC(=N1)C(=O)N(C)C)C=1C=NNC1)OC 3-(6-chloro-7-fluoro-5-methoxy-1-methyl-3-(1H-pyrazol-4-yl)-1H-indol-2-yl)-N,N-dimethyl-1H-1,2,4-triazole-5-carboxamide